2-(2-chlorophenyl)-N-(1-isopentyl-4-sulfamoyl-2H-indazol-6-yl)acetamide ClC1=C(C=CC=C1)CC(=O)NC1=CC(=C2CNN(C2=C1)CCC(C)C)S(N)(=O)=O